C1(=CC=CC=C1)CC(C(=O)N)NC(=O)NC1=NC=CC=C1 3-phenyl-2-(3-(pyridin-2-yl)ureido)propanamide